BrC1=C(CN(S(=O)(=O)C2=CC=C(C=C2)C)CC(OC)OC)C=C(C(=C1F)F)OC N-(2-Bromo-3,4-difluoro-5-methoxybenzyl)-N-(2,2-dimethoxyethyl)-4-methylbenzenesulfonamide